ClC1=C(C=C2C(=N1)N=C(O2)N2CCOCC2)C(=O)NC2=NC(=CC=C2)OC 5-Chloro-N-(6-methoxypyridin-2-yl)-2-morpholinooxazolo[4,5-b]pyridine-6-carboxamide